methyl 3-(3-(2-amino-3-((3-methylureido)methyl)phenyl)thioureido)-3-(3-(trifluoromethyl)phenyl)butanoate NC1=C(C=CC=C1CNC(=O)NC)NC(NC(CC(=O)OC)(C)C1=CC(=CC=C1)C(F)(F)F)=S